C(CC)S(=O)(=O)N1CCC1 (propylsulfonyl)azetidin